[3,4-3H]valine N[C@@H](C(C)(C[3H])[3H])C(=O)O